2-(2-aminoethyl)aminopropyltriethoxysilane NCCNC(C[Si](OCC)(OCC)OCC)C